5-chloro-N-(4-chloro-2,6-diisopropylphenyl-carbamoyl)-4-(2-hydroxypropan-2-yl)thiophene-2-sulfonamide ClC1=C(C=C(S1)S(=O)(=O)NC(NC1=C(C=C(C=C1C(C)C)Cl)C(C)C)=O)C(C)(C)O